ClC=1C(=CC=C2C=C(C(=C(C12)F)N1CC(NS1(=O)=O)=O)O)OC 5-(8-chloro-1-fluoro-3-hydroxy-7-methoxynaphthalen-2-yl)-1λ6,2,5-thiadiazolidine-1,1,3-trione